ClC=1C(=NN(C1C=1C=NC(=CC1CC)C[C@H](C(F)(F)F)C)CC)C(=O)NCC1CCC(CC1)S(=O)(=O)C |o1:15| 4-Chloro-1-ethyl-5-(4-ethyl-6-((R*)-3,3,3-trifluoro-2-methylpropyl)pyridin-3-yl)-N-(((1r,4R)-4-(methylsulfonyl)cyclohexyl)methyl)-1H-pyrazole-3-carboxamide